C(=O)([O-])C(O)C(O)C(=O)[O-].[Sb+3].[Na+].C(=O)([O-])C(O)C(O)C(=O)[O-] Sodium antimony tartrate